C(C1=CC=CC=C1)ON1[C@@H]2CC[C@H](N(C1=O)C2)C(NC(=O)C=2C=NC=NC2)=N N-(((2S,5R)-6-(benzyloxy)-7-oxo-1,6-diazabicyclo[3.2.1]octan-2-yl)(imino)methyl)pyrimidine-5-carboxamide